COC1=C(C=C(C=N1)NC1=NC(=CC(=N1)NC)C)OCCCN1CCCC1 N2-(6-methoxy-5-(3-(pyrrolidin-1-yl)propoxy)pyridin-3-yl)-N4,6-dimethylpyrimidine-2,4-diamine